C(C)(=O)N1CCC(CC1)NC(=O)C1=CC=C2CC(NC2=C1)=O N-(1-acetylpiperidin-4-yl)-2-oxoindoline-6-carboxamide